FC1=C(C=C(C=C1)F)[C@]12N(CC[C@@H]2C1)C1=NC=2N(C=C1)N=CC2NC(=O)N2C[C@H](CC2)O (S)-N-(5-((1S,5R)-1-(2,5-difluorophenyl)-2-azabicyclo[3.1.0]hexan-2-yl)pyrazolo[1,5-a]pyrimidin-3-yl)-3-hydroxypyrrolidine-1-carboxamide